C1CCC2=C(C=CC=C12)C1=C(C=C2C(=N1)C(=NN2)C=2C=NN(C2)C2CN(C2)C(=O)[C@H]2OCCC2)OC (S)-(3-(4-(5-(2,3-dihydro-1H-inden-4-yl)-6-methoxy-1H-pyrazolo[4,3-b]pyridin-3-yl)-1H-pyrazol-1-yl)azetidin-1-yl)(tetrahydrofuran-2-yl)methanone